[Ce].C(C)(C)C=1OC(=NN1)N1CCC(CC1)C(C)OC=1SC2=NC(=CC=C2N1)C1=CC=C(C=C1)S(=O)(=O)C 2-isopropyl-5-(4-(1-((5-(4-(methylsulfonyl)phenyl)thiazolo[5,4-b]pyridin-2-yl)oxy)ethyl)piperidin-1-yl)-1,3,4-oxadiazol Cerium